2-(dimethylamino)-1-((1R,3S,5S)-3-((7-((5-methyl-1H-pyrazol-3-yl)amino)-1,6-naphthyridin-5-yl)amino)-9-azabicyclo[3.3.1]non-9-yl)ethan-1-one CN(CC(=O)N1[C@H]2CC(C[C@@H]1CCC2)NC2=C1C=CC=NC1=CC(=N2)NC2=NNC(=C2)C)C